(S)-3-amino-4-(7-bromo-4-((thiophen-2-ylmethyl)amino)thieno[3,2-d][1,2,3]triazin-6-yl)butan-1-ol N[C@@H](CCO)CC1=C(C=2N=NN=C(C2S1)NCC=1SC=CC1)Br